(R)-N-(1-cyanopyrrolidin-3-yl)-2-fluoro-4-(2-morpholinopyridin-4-yl)benzamide C(#N)N1C[C@@H](CC1)NC(C1=C(C=C(C=C1)C1=CC(=NC=C1)N1CCOCC1)F)=O